2-(3-(2,2-difluoroethyl)-2-(2,6-dimethylpyridin-4-yl)-1H-indol-5-yl)-5-(1-isopropylpiperidin-3-yl)-1,3,4-oxadiazole FC(CC1=C(NC2=CC=C(C=C12)C=1OC(=NN1)C1CN(CCC1)C(C)C)C1=CC(=NC(=C1)C)C)F